(1s,4s,5r)-5-[[5-cyclopropyl-3-(2,6-dimethylphenyl)-1,2-oxazol-4-yl]methoxy]-2-azabicyclo[2.2.1]heptane C1(CC1)C1=C(C(=NO1)C1=C(C=CC=C1C)C)CO[C@H]1[C@@H]2CN[C@H](C1)C2